CN1N=CC=2C1=NC(=NC2NCC2=CC=C(C=C2)S(=O)(=O)N)OCCC(C)C 4-((1-Methyl-6-(3-methylbutoxy)-1H-pyrazolo[3,4-d]pyrimidin-4-yl)aminomethyl)-benzenesulfonamide